methyl 5-bromo-6-hydroxy-2,3-dihydro-1H-indene-2-carboxylate BrC=1C=C2CC(CC2=CC1O)C(=O)OC